FC1(NC(C=2C1=NC(=CC2)NC2=NC=C(C(=N2)N[C@H](CO)C2=CC=CC=C2)C2=NC(=NO2)N2CCOCC2)=O)F (S)-7,7-difluoro-2-((4-((2-hydroxy-1-phenylethyl)amino)-5-(3-morpholino-1,2,4-oxadiazol-5-yl)pyrimidin-2-yl)amino)-6,7-dihydro-5H-pyrrolo[3,4-b]pyridin-5-one